1-chloro-4-((1-ethynylcyclohexyl)oxy)benzene ClC1=CC=C(C=C1)OC1(CCCCC1)C#C